C([C@@H]1[C@H]([C@@H]([C@H]([C@H](O1)O[C@H]2[C@@H]([C@H](O[C@@]2(CO)O[C@@H]3[C@@H]([C@H]([C@@H]([C@H](O3)CO)O)O)O)CO)O)O)O)O)O D-(+)-melezitose